3-methyl-5-nitropyrimidine-2,4(1H,3H)-dione CN1C(NC=C(C1=O)[N+](=O)[O-])=O